CC=1C=2N(C=C(N1)C)N=C(C2)C2=CC(=C1C(N(C=NC1=C2)C2CCNCC2)=O)F 7-{4,6-dimethylpyrazolo[1,5-a]pyrazin-2-yl}-5-fluoro-3-(piperidin-4-yl)quinazolin-4-one